O-methyl-5-methylcytidine CO[C@H]1[C@@H](O[C@@H]([C@H]1O)CO)N1C(=O)N=C(N)C(=C1)C